C(C)(C)(C)OC(=O)[C@H]1N(C(CC1)=O)C.COS(=O)(=O)[O-].C(=O)C1=CC=C(C=C1)C=CC1=CC=[N+](C=C1)C 4-(4-formylphenyl-vinyl)-1-methylpyridinium methyl-sulfate tert-butyl-(2S)-1-methyl-5-oxopyrrolidine-2-carboxylate